trimethoxypropyl acrylate C(C=C)(=O)OCCC(OC)(OC)OC